CN1[C@H](CCC1)CC(=O)O (R)-2-(1-methyl-pyrrolidin-2-yl)acetic acid